[AsH](O)(O)=O dihydrogenarsonate